methyl (E)-3-(3-fluoro-5-((1R,4S)-N-((9-fluoro-1-methyl-1H-benzo[f]indazol-8-yl)methyl)bicyclo[2.2.1]heptane-2-carboxamido)phenyl)acrylate FC=1C=C(C=C(C1)N(C(=O)C1[C@@H]2CC[C@H](C1)C2)CC2=CC=CC=1C=C3C=NN(C3=C(C12)F)C)/C=C/C(=O)OC